FC=1C=CC(=C(C(=O)N2C3CC([C@H]([C@H]2CNC2=NC=C(C=C2)C(F)(F)F)C)C3)C1)N1N=CC=N1 |o1:12,13| N-({(3S,4R) or (3R,4S)-2-[5-fluoro-2-(2H-1,2,3-triazol-2-yl)benzoyl]-4-methyl-2-azabicyclo[3.1.1]heptan-3-yl}methyl)-5-(trifluoromethyl)pyridin-2-amine